1-(3,3,6-trimethyl-1,3,4,5,8,8a-hexahydronaphthalen-4a(2H)-yl)ethan-1-one CC1(CCC2CC=C(CC2(C1)C(C)=O)C)C